methyl N-methyl-N-[4-methyl-5-({4-[(2S)-2-{[8-(trifluoromethyl)quinazolin-4-yl]amino}propyl]piperazin-1-yl}sulfonyl)-1,3-thiazol-2-yl]carbamate CN(C(OC)=O)C=1SC(=C(N1)C)S(=O)(=O)N1CCN(CC1)C[C@H](C)NC1=NC=NC2=C(C=CC=C12)C(F)(F)F